C(C)(C)C1=CC2=CCCC(C2CC1)(C)C 6-Isopropyl-1,1-dimethyl-1,2,3,7,8,8a-hexahydronaphthalene